C(=O)([C@H]1CN(C)[C@@H]2CC3=CNC4=CC=CC(C2=C1)=C34)N3CCCCC3 lysergic acid piperidide